4-(1,1-dimethylethyl)phenyl-4-(4-hydroxy-1-piperidinyl)-butanone CC(C)(C)C1=CC=C(C=C1)CC(CCN1CCC(CC1)O)=O